2-diethylamino-1,3-dichloropropane C(C)N(C(CCl)CCl)CC